1-(2,2,6-trimethyl-6-(((6-(1-methyl-1H-pyrazol-4-yl)pyrazolo[1,5-a]pyrazin-4-yl)oxy)methyl)morpholino)prop-2-en-1-one CC1(OC(CN(C1)C(C=C)=O)(COC=1C=2N(C=C(N1)C=1C=NN(C1)C)N=CC2)C)C